(S)-4-(4-(cyclopropylmethyl)-3-methylpiperazin-1-yl)-N-(8-fluoro-2-methylimidazo[1,2-a]pyridin-6-yl)-2,3-dihydro-1H-pyrrolo[2,3-b]pyridine-1-carboxamide 2,2,2-trifluoroacetate FC(C(=O)O)(F)F.C1(CC1)CN1[C@H](CN(CC1)C1=C2C(=NC=C1)N(CC2)C(=O)NC=2C=C(C=1N(C2)C=C(N1)C)F)C